methyl-1H-imidazol-3-ium trifluoromethanesulfonate FC(S(=O)(=O)[O-])(F)F.CN1C=[NH+]C=C1